O.N[C@H]1CN(C[C@H](C1)C(F)(F)F)C1=C2C=CC=NC2=C(C=C1)C#N.N[C@H]1CN(C[C@H](C1)C(F)(F)F)C1=C2C=CC=NC2=C(C=C1)C#N 5-((3R,5S)-3-Amino-5-(trifluoromethyl)piperidin-1-yl)quinoline-8-carbonitrile hemihydrate